C(C)(=O)C1=C(NC2=C(C=CC(=C2C1=O)Cl)Br)S(=O)CC1=CC(=CC(=C1)OC)OC 3-acetyl-8-bromo-5-chloro-2-((3,5-dimethoxybenzyl)sulfinyl)quinolin-4(1H)-one